5-[2-(4-bromophenyl)-5,7-difluoro-1H-indol-3-yl]-1,3,4-oxadiazol-2-ol BrC1=CC=C(C=C1)C=1NC2=C(C=C(C=C2C1C1=NN=C(O1)O)F)F